tert-Butyl 2-[3-acetyl-5-(2-methylpyrimidin-5-yl)-7-(prop-2-en-1-yl)indazol-1-yl]acetate C(C)(=O)C1=NN(C2=C(C=C(C=C12)C=1C=NC(=NC1)C)CC=C)CC(=O)OC(C)(C)C